ClC1=C(C=CC(=C1)F)C1(CC2(C1)NC(N(C2=O)C2=CN=CC1=CC=CC=C21)=O)C 2-(2-chloro-4-fluorophenyl)-7-(isoquinolin-4-yl)-2-methyl-5,7-diazaspiro[3.4]octane-6,8-dione